C(C#C)N1CC2(C1)CNCC2 2-(prop-2-yn-1-yl)-2,6-diazaspiro[3.4]octane